2-[6-[(2S)-2-(hydroxymethyl)morpholin-4-yl]pyridazin-3-yl]-4-methyl-phenol OC[C@@H]1CN(CCO1)C1=CC=C(N=N1)C1=C(C=CC(=C1)C)O